N-(3-sulfopropyl)-3,5-dimethoxyaniline S(=O)(=O)(O)CCCNC1=CC(=CC(=C1)OC)OC